5-(3-(1-benzyl-1H-pyrazol-4-yl)-2-fluoro-6-hydroxyphenyl)-1,2,5-thiadiazolidin-3-one 1,1-dioxide C(C1=CC=CC=C1)N1N=CC(=C1)C=1C(=C(C(=CC1)O)N1CC(NS1(=O)=O)=O)F